BrC=1C=C2C(=CNC2=CC1)CC(=O)N(C1=CC=C(C=C1)C#N)C(CN(C)C1=CC=C(C=C1)OC)CC1=CC(=CC(=C1)F)F 2-(2-(5-bromo-1H-indol-3-yl)-N-(4-cyanophenyl)acetamido)-3-(3,5-difluorophenyl)-N-(4-methoxyphenyl)-N-methylpropylamine